BrCCCC(=O)OCC1=C(C=C(C=C1)CCCCCCCCCCCCCCC)OCCCCCCCC\C=C/CCCCCCCC (Z)-2-(Octadec-9-en-1-yloxy)-4-pentadecylbenzyl 4-bromobutanoate